1-(N-piperidinyl)-3,4-dimethylenehex-5-ene N1(CCCCC1)CCC(C(C=C)=C)=C